((1R,5S,6S)-3-(5-methyl-2-((S)-2-methylazetidin-1-yl)-6-(trifluoromethyl)pyrimidin-4-yl)-3-azabicyclo[3.1.0]hex-6-yl)methanesulfinic acid CC=1C(=NC(=NC1C(F)(F)F)N1[C@H](CC1)C)N1C[C@H]2C([C@H]2C1)CS(=O)O